CC1=CC=CC(=N1)C1=C(C=NN1)C=1C=C2C=C(C=NC2=CC1)C(=O)O[C@H]1CN(CC1)C (R)-1-methylpyrrolidin-3-yl 6-(5-(6-methylpyridin-2-yl)-1H-pyrazol-4-yl)quinoline-3-carboxylate